4-(4-methoxyphenyl)-3-phenyl-3,6-dihydro-2H-1,3,5-oxadiazine COC1=CC=C(C=C1)C=1N(COCN1)C1=CC=CC=C1